2-amino-9-((2r,3r,5s)-5-((R)-2-fluoro-1-hydroxyethyl)-3-hydroxytetrahydrofuran-2-yl)-7-propyl-7,9-dihydro-8H-purin-8-one NC1=NC=C2N(C(N(C2=N1)[C@@H]1O[C@@H](C[C@H]1O)[C@H](CF)O)=O)CCC